(2-cyclopropyl-8-isopropyl-5-oxo-pyrido[2,3-d]pyridazin-6-yl)acetic acid C1(CC1)C=1C=CC2=C(C(=NN(C2=O)CC(=O)O)C(C)C)N1